6-[4-[[4-[4-(trifluoromethoxy)anilino]-1-piperidyl]sulfonyl]phenyl]-2H-[1,2,4]triazolo[4,3-a]pyridin-3-one FC(OC1=CC=C(NC2CCN(CC2)S(=O)(=O)C2=CC=C(C=C2)C=2C=CC=3N(C2)C(NN3)=O)C=C1)(F)F